COC([C@H](O)[C@@H](O)C(=O)OC)=O L-(+)-Tartaric acid dimethyl ester